O.N(=NC(C(=N)NCCC(=O)O)(C)C)C(C(=N)NCCC(=O)O)(C)C azobis(N-2-carboxyethyl-2-methylpropionamidine) hydrate